(2-(([1,1'-Biphenyl]-4-ylmethyl)amino)ethyl)isoquinoline-5-sulfonamide C1(=CC=C(C=C1)CNCCC1=NC=CC=2C(=CC=CC12)S(=O)(=O)N)C1=CC=CC=C1